dichlorodiphenyl(4-vinylphenyl)-λ5-phosphane ClP(C1=CC=C(C=C1)C=C)(C1=CC=CC=C1)(C1=CC=CC=C1)Cl